C(C#C)C1(CC1)C(=O)N1CCN(CC1)C1=NC=C(C=N1)C(F)(F)F (1-prop-2-ynylcyclopropyl)-[4-[5-(trifluoromethyl)pyrimidin-2-yl]piperazin-1-yl]methanone